2-(2-(3-(5-((3-fluorophenyl)ethynyl)pyridin-2-yl)-1,2,4-oxadiazol-5-yl)pyrrolidin-1-yl)acetonitrile FC=1C=C(C=CC1)C#CC=1C=CC(=NC1)C1=NOC(=N1)C1N(CCC1)CC#N